OCC[C@@H](C)NC(=O)C1=NC(=C(C=C1)OC1=CC=C(C=C1)C(F)(F)F)C1=NN(C=C1)C N-[(2R)-4-Hydroxybutan-2-yl]-6-(1-methyl-1H-pyrazol-3-yl)-5-[4-(trifluoromethyl)phenoxy]pyridine-2-carboxamide